N-(5-(4-(2,6-diazaspiro[3.4]octan-6-yl)quinazolin-6-yl)-2-methoxypyridin-3-yl)-2,4,6-trifluorobenzenesulfonamide C1NCC12CN(CC2)C2=NC=NC1=CC=C(C=C21)C=2C=C(C(=NC2)OC)NS(=O)(=O)C2=C(C=C(C=C2F)F)F